3-(2-chloro-4-(trifluoromethyl)phenyl)-5-hydroxybenzooxazol-2(3H)-one ClC1=C(C=CC(=C1)C(F)(F)F)N1C(OC2=C1C=C(C=C2)O)=O